C1([C@@H](O)[C@@H](O)[C@H](O)[C@H](O1)CO)C(O)[C@H](O)[C@@H](O)[C@H](O)[C@H](O)CO mannosylsorbitol